C(C(CCCCCCC)(C(=O)O)C(=O)O)(C(=O)O)(C(=O)O)C(=O)O nonanepentacarboxylic acid